C(C)(C)(C)C=1C(=C(C=C(C1)C)CCC(=O)O)O.C(C)(C)(C)C=1C(=C(C=C(C1)C)CCC(=O)O)O.C(COC=C)OC=C ethylene bis(oxyethylene) bis[3-(5-tert-butyl-4-hydroxy-m-tolyl) propionate]